COCCS(=O)C1=C(C=2C(=NC(=CC2C(F)(F)F)C=2C=NC=NC2)S1)N 2-((2-methoxyethyl)sulfinyl)-6-(pyrimidin-5-yl)-4-(trifluoromethyl)thieno[2,3-b]pyridin-3-amine